OC(CC(=O)SCCNC(CCNC([C@@H](C(COP(OP(OC[C@@H]1[C@H]([C@H]([C@@H](O1)N1C=NC=2C(N)=NC=NC12)O)OP(=O)(O)O)(=O)O)(=O)O)(C)C)O)=O)=O)CCCC(=O)O 3-hydroxy-pimeloyl-CoA